O=C1N(N=CC(N1)=O)[C@H]1[C@]([C@@H]([C@H](O1)CO[P@](=O)(OC1=CC=CC=C1)N[C@@H](C)C(=O)OC(C)C)O)(C)O Isopropyl ((S)-(((2R,3R,4R,5R)-5-(3,5-dioxo-4,5-dihydro-1,2,4-triazin-2(3H)-yl)-3,4-dihydroxy-4-methyltetrahydrofuran-2-yl)methoxy)(phenoxy)phosphoryl)-L-alaninate